NC1=NC=2C(=CC=CC2C=2N1N=C(N2)CN(C)CC2=CC=C(C=C2)S(=O)(=O)N)OC 4-((((5-amino-7-methoxy-[1,2,4]triazolo[1,5-c]quinazolin-2-yl)methyl)(methyl)amino)methyl)benzenesulfonamide